α-hydroxyoctadecylphosphonic acid OC(CCCCCCCCCCCCCCCCC)P(O)(O)=O